CCCCCCCCCCCCN(CCCCCCCCCCCC)CCCCCCCCCCCC The molecule is a tertiary amine consisting of three dodecyl groups attached to a central nitrogen. It has a role as a mouse metabolite, a rat metabolite and an ionophore.